tert-butyl 4-(4-(3-(4-methoxybenzyl)ureido)benzyl)-3-oxopiperazine-1-carboxylate COC1=CC=C(CNC(NC2=CC=C(CN3C(CN(CC3)C(=O)OC(C)(C)C)=O)C=C2)=O)C=C1